N1C(=NC2=C1C=CC=C2)C2=CC(=NN2CC2=CC=C(C=C2)OC)NC(C2=CC(=C(C=C2)OC)F)=O N-[5-(1H-benzimidazol-2-yl)-1-[(4-methoxyphenyl)methyl]pyrazol-3-yl]-3-fluoro-4-methoxy-benzamide